N1N=NC(=C1)C(=O)NC1CCCCC1 triazoleamidocyclohexane